OC1=C(C=CC(=C1)OCC(C)(O)OC(C)CC)C1=NC=NC=N1 2-hydroxy-4-(β-sec-butyloxy-2-hydroxypropyloxy)phenyl-s-triazine